ClC1=CC=C(OC2=C(C=C(C=C2F)S(=O)(=O)N2C3(CNCC2CC3)C(=O)NO)F)C=C1 8-((4-(4-chlorophenoxy)-3,5-difluorophenyl)sulfonyl)-N-hydroxy-3,8-diazabicyclo[3.2.1]octane-1-carboxamide